ClC=1C(=CC(=C(C1)CN[C@H](C(=O)OC(C)C)CO)OCC=1C=NC=C(C1)C#N)O[C@H]1CCC2=C(C=CC=C12)C1=C(C=CC=C1)F 1-methylethyl (2S)-2-[[5-chloro-2-[(5-cyano-3-pyridinyl) methoxy]-4-[(1S)-4-(2-fluorophenyl) indan-1-yl] oxyphenyl] methylamino]-3-hydroxypropionate